(1S,3S,5S)-N-((4-((Z)-N'-methoxycarbamimidoyl)thiophen-2-yl)methyl)-5-methyl-2-((4-phenoxybenzoyl)glycyl)-2-azabicyclo[3.1.0]hexane-3-carboxamide CO\N=C(/N)\C=1C=C(SC1)CNC(=O)[C@H]1N([C@H]2C[C@]2(C1)C)C(CNC(C1=CC=C(C=C1)OC1=CC=CC=C1)=O)=O